FC(C1=CC=2N(C=C1)C=C(N2)C=O)(F)F 7-(trifluoromethyl)imidazo[1,2-a]pyridine-2-carbaldehyde